C(C1=CC=CC=C1)N1C2CC(CC1CC2)(C)NC(OC(C)(C)C)=O tert-Butyl N-{endo-8-benzyl-3-methyl-8-azabicyclo[3.2.1]octan-3-yl}carbamate